octahydro-2H-pyrazino[1,2-a]pyrazine-2-carbonitrile C1C2N(CCN1C#N)CCNC2